C1(=CC=CC=C1)P(CCCP(C1=CC=CC=C1)C1=CC=CC=C1)C1=CC=CC=C1 1,3-bis-(diphenylphosphino)propane